OC1=CC=C(C=C1)C(C)N1C(C2=CC=CC=C2C1)=O 2-(1-(4-hydroxyphenyl)ethyl)isoindolin-1-one